C1(CC1)CCN(C1=C2CN(C(C2=CC=C1)=O)C1C(NC(CC1)=O)=O)C1CCC(CC1)NCC(C(F)(F)F)(C)C 3-(4-((2-cyclopropylethyl)((1r,4r)-4-((3,3,3-trifluoro-2,2-dimethylpropyl)amino)cyclohexyl)amino)-1-oxoisoindolin-2-yl)piperidine-2,6-dione